2-isodecanol CC(CCCCCC(C)C)O